1-(5-(5-cyano-3H-spiro[isobenzofuran-1,4'-piperidin]-1'-ylcarbonyl)-2-methylpyridin-3-yl)-3-(2-methoxyethyl)urea C(#N)C=1C=C2COC3(CCN(CC3)C(=O)C=3C=C(C(=NC3)C)NC(=O)NCCOC)C2=CC1